5-(3-Bromophenyl)-3-[4-(methylamino)phenyl]-1H-pyrazole BrC=1C=C(C=CC1)C1=CC(=NN1)C1=CC=C(C=C1)NC